CN1C(N=CC=C1)=O 1-methylpyrimidin-2-one